Cl.NCCOCCOCCOCCOCCCC1=CC=CC=2N(C(N(C21)C)=O)C2C(NC(CC2)=O)=O 3-(4-(1-amino-3,6,9,12-tetraoxapentadecan-15-yl)-3-methyl-2-oxo-2,3-dihydro-1H-benzo[d]imidazol-1-yl)piperidine-2,6-dione hydrochloride